(3R)-3-{[7-(cyclopropyloxy)-2-(4-methoxyphenyl)[1,2,4]triazolo[1,5-c]quinazolin-5-yl]amino}azepan-2-one C1(CC1)OC1=CC=CC=2C=3N(C(=NC12)N[C@H]1C(NCCCC1)=O)N=C(N3)C3=CC=C(C=C3)OC